cyclohexyl(4-{[2-(4-methylphenyl)imidazo[1,2-a]pyridin-3-yl]methyl}piperazin-1-yl)methanone C1(CCCCC1)C(=O)N1CCN(CC1)CC1=C(N=C2N1C=CC=C2)C2=CC=C(C=C2)C